OCC(C)(C)N1N=C(C=2C1=NC=CC2)S(=O)(=O)N(CC2=CC=C(C=C2)OC)CC2=CC=C(C=C2)OC 1-(1-hydroxy-2-methylpropan-2-yl)-N,N-bis(4-methoxybenzyl)-1H-pyrazolo[3,4-b]pyridine-3-sulfonamide